ClC1=C(C(=C2C=NNC2=C1)C1=C(C=2N=C(N=C(C2C=N1)NCC1(CCC1)N(C)C)OC[C@]12CCCN2C[C@@H](C1)F)F)C 7-(6-chloro-5-methyl-1H-indazol-4-yl)-N-((1-(dimethylamino)cyclobutyl)methyl)-8-fluoro-2-(((2R,7aS)-2-fluorotetrahydro-1H-pyrrolizin-7a(5H)-yl)methoxy)pyrido[4,3-d]pyrimidin-4-amine